C(#N)[C@H](CC1=CC=C(C=C1)C=1C=CC2=C(N(C(O2)=O)C)C1)NC(=O)[C@H]1OC[C@](CNC1)(C)OC |o1:27| (2S,6R*)-N-[(1S)-1-cyano-2-[4-(3-methyl-2-oxo-2,3-dihydro-1,3-benzoxazol-5-yl)phenyl]ethyl]-6-methoxy-6-methyl-1,4-oxazepane-2-carboxamide